C(C)(C)(CC(C)(C)C)OC(C1=CC=C(C=C1)C=O)=O.FC1(CCN(CC1)C=1C2=C(N=CN1)NC(=C2)C2=CC=C(CCN1CCC3(CN(C3)C(C=C)=O)CC1)C=C2)F 1-(7-(4-(4-(4,4-difluoropiperidin-1-yl)-7H-pyrrolo[2,3-d]pyrimidin-6-yl)phenethyl)-2,7-diazaspiro[3.5]non-2-yl)prop-2-en-1-one tert-octyl-4-formylbenzoate